17β-hydroxy-5β-androstan-3-one O[C@@H]1[C@]2(C)[C@@H](CC1)[C@@H]1CC[C@@H]3CC(CC[C@]3(C)[C@H]1CC2)=O